S1C(=NN=C1)N1CC(C1)O 1-(1,3,4-thiadiazol-2-yl)azetidin-3-ol